FC=1C(=CC2=C(C=CO2)C1)C(C(=S)N1C[C@@]2(NC3=NC(=C(C=C3CC2)C2=NC=CC=N2)C)CC1)C 2-(5-fluorobenzofuran-6-yl)-1-((S)-7'-methyl-6'-(pyrimidin-2-yl)-3',4'-dihydro-1'H-spiro[pyrrolidine-3,2'-[1,8]naphthyridine]-1-yl)propane-1-thione